FC[C@H]1C(O[C@@H]([C@H]([C@@H]1O)O)CO)O (3R,4R,5S,6R)-3-(fluoromethyl)-6-(hydroxymethyl)tetrahydro-2H-pyran-2,4,5-triol